C(CCC)[Si](C1=CC=C(C=C1)P(N(P(C1=C(C=CC=C1)C)C1=C(C=CC=C1)C)CCCC)C1=CC=C(C=C1)[Si](CCCC)(CCCC)CCCC)(CCCC)CCCC N-(bis(4-(tributylsilyl)phenyl)phosphaneyl)-N-butyl-1,1-di-o-tolylphosphanamine